NC1=CC(=C(OC2CN(CC2)C(=O)OC(C)(C)C)C=C1N)Br tert-butyl 3-(4,5-diamino-2-bromo-phenoxy)pyrrolidine-1-carboxylate